CCCCCC(/C=C\C=O)O 4-Hydroxy-2,3-trans-nonenal